(2S,3S)-1-(2-fluoroprop-2-enoyl)-N-[2-[6-[[5-(3-fluoro-2-pyridyl)thiazol-2-yl]amino]imidazo[4,5-c]pyridin-1-yl]ethyl]-3-hydroxy-pyrrolidine-2-carboxamide FC(C(=O)N1[C@@H]([C@H](CC1)O)C(=O)NCCN1C=NC=2C=NC(=CC21)NC=2SC(=CN2)C2=NC=CC=C2F)=C